[Pd](Cl)Cl.ClC1=C([C-](C=C1)P(C1=CC=CC=C1)C1=CC=CC=C1)Cl.[C-]1(C=CC=C1)P(C1=CC=CC=C1)C1=CC=CC=C1.[Fe+2] dichloro[1,1'-bis(diphenylphosphino)ferrocene] palladium (ii) dichloride